6-mercapto-1,3-dioxo-1H-benzo[de]isoquinolin-2(3H)-yl trifluoromethanesulfonate FC(S(=O)(=O)ON1C(C2=CC=CC=3C2=C(C1=O)C=CC3S)=O)(F)F